C1(=CC(=CC=C1)N1C(N(C2=NC=CC=C21)[C@@H]2CN(CC2)CC=2N(C(=CN2)C(=O)O)C)=O)C2=CC=CC=C2 (S)-2-((3-(1-([1,1'-biphenyl]-3-yl)-2-oxo-1,2-dihydro-3H-imidazo[4,5-b]pyridin-3-yl)pyrrolidin-1-yl)methyl)-1-methyl-1H-imidazole-5-carboxylic acid